7-(2,7-dimethyl-2H-pyrazolo[3,4-c]pyridin-5-yl)-5-fluoro-3-(piperidin-4-yl)-1,2,4-benzotriazine CN1N=C2C(=NC(=CC2=C1)C1=CC2=C(N=C(N=N2)C2CCNCC2)C(=C1)F)C